s-amyl alcohol C(C)(CCC)O